C(C)N(CCCSN=C=O)CC 3-(diethylamino)propyl-thioisocyanate